3-cyclohexylpropane-1,2-dione C1(CCCCC1)CC(C=O)=O